FC([C@H]([C@]1(CN(CC1)C(C)(C)C=1C=NC(=CC1)C)CCC=1SC(=CC1)F)NC(OC(C)C)=O)(F)F |o1:3| isopropyl ((S)-2,2,2-trifluoro-1-((R or S)-3-(2-(5-fluoro-thiophen-2-yl)ethyl)-1-(2-(6-methylpyridin-3-yl)propan-2-yl)pyrrolidin-3-yl)ethyl)carbamate